COC1=C2C=NNC2=C(C=C1)C(=O)N (E)-4-methoxy-1H-indazole-7-carboxamide